ClC=1C2=CN(N=C2C=CC1C1=CN(C2=NC(=CN=C21)N2C1CC(CC2CC1)NC([O-])=O)COCC[Si](C)(C)C)CC(NC)=O (endo-8-(7-{4-chloro-2-[(methylcarbamoyl)methyl]-2H-indazol-5-yl}-5-{[2-(trimethylsilyl)ethoxy]methyl}-5H-pyrrolo[2,3-b]pyrazin-3-yl)-8-azabicyclo[3.2.1]octan-3-yl)carbamate